O=C1NC(CCC1C1=NN(C2=C(C=CC=C12)OC1CCN(CC1)C(=O)C=1C=C(NC1)C(=O)OCC)C)=O ethyl 4-(4-((3-(2,6-dioxopiperidin-3-yl)-1-methyl-1H-indazol-7-yl)oxy)-piperidine-1-carbonyl)-1H-pyrrole-2-carboxylate